3-[2-[(E)-4-[3-(benzenesulfonylamino)phenyl]-2-hydroxybut-3-enoxy]phenyl]propanoic acid C1(=CC=CC=C1)S(=O)(=O)NC=1C=C(C=CC1)/C=C/C(COC1=C(C=CC=C1)CCC(=O)O)O